(2S)-2-amino-3-(4-(4-oxoazetidin-2-yl)phenyl)propanoic acid N[C@H](C(=O)O)CC1=CC=C(C=C1)C1NC(C1)=O